CN(C1=CC=C(C#N)C=C1)CCN1CCCC1 4-(methyl-(2-(pyrrolidin-1-yl)ethyl)amino)benzonitrile